COC(=O)C=1C(=CC(=NC1C)N1C[C@H](N(CC1)C(=O)OC(C)(C)C)C)C tert-butyl (R)-4-(5-(methoxycarbonyl)-4,6-dimethylpyridin-2-yl)-2-methylpiperazine-1-carboxylate